C(C=C)(=O)NC=1C=C(CN2N=C(C=3CN(CC(C32)C)C(=O)C=3NC=CC3)C(=O)NC=3C=C(C=CC3)C)C=CC1 1-(3-Acrylamidobenzyl)-7-methyl-5-(1H-pyrrole-2-carbonyl)-N-(m-tolyl)-4,5,6,7-tetrahydro-1H-pyrazolo[4,3-c]Pyridine-3-carboxamide